NC1=CC(=C(C#N)C=C1Br)C(F)(F)F 4-amino-5-bromo-2-(trifluoromethyl)benzonitrile